S1C=2N(C=C1)C=C(N2)CC(=O)N (imidazo[2,1-b]thiazol-6-yl)acetamide